[NH2+]1C(CCC1)=O pyrrolidonium